CC1=CNC2=NC=C(C=C21)C=2C=C1CCN(CC1=C(C2)[C@H]2NCCC2)C2=CC(=NC=C2)C(F)(F)F (S)-6-(3-Methyl-1H-pyrrolo[2,3-b]pyridin-5-yl)-8-(pyrrolidin-2-yl)-2-(2-(trifluoroMethyl)pyridin-4-yl)-1,2,3,4-tetrahydroisoquinoline